CC1=CC=[O+]C2=CC=CC=C12 4-methyl-chromenylium